C1(CC1)N1C(=NC2=C1C=C(C(=C2)F)F)C=2C(=NC=NC2)NCCC(F)(F)F 5-(1-Cyclopropyl-5,6-difluoro-1H-benzo[d]imidazol-2-yl)-N-(3,3,3-trifluoropropyl)pyrimidin-4-amin